FC(S(=O)(=O)[O-])(F)F trifluoromethansulfonat